CN(C(=O)N1N=CN=C1)CCC1CNC=2N(C1)N=C(C2C(=O)N)C2=CC=C(C=C2)OC2=CC=CC=C2 6-(2-(N-methyl-1H-1,2,4-triazole-1-carboxamido)ethyl)-2-(4-phenoxy-phenyl)-4,5,6,7-tetrahydro-pyrazolo[1,5-a]pyrimidine-3-carboxamide